((3aS,5R,6R,7R,7aS)-5-(aminomethyl)-6,7-dihydroxyhexahydropyrano[3,2-b]pyrrol-1(2H)-yl)-2,2,2-trifluoroethan-1-one NC[C@@H]1[C@@H]([C@@H]([C@@H]2N(CC[C@@H]2O1)C(C(F)(F)F)=O)O)O